[As]([O-])([O-])[O-].[Na+].[Na+].[Na+] sodium arsenite